tert-butyl (S)-4-(2-(1-amino-5-methoxy-1,5-dioxopentan-2-yl)-3-oxoisoindolin-5-yl)-3,6-dihydropyridine-1(2H)-carboxylate NC([C@H](CCC(=O)OC)N1CC2=CC=C(C=C2C1=O)C=1CCN(CC1)C(=O)OC(C)(C)C)=O